C(#N)C1=CC(=C(OC=2N=NC(=C(C2C(=O)NC2=CC(=CC=C2)S(=O)(=O)C)C)C(F)(F)F)C=C1)OC 3-(4-cyano-2-methoxyphenoxy)-5-methyl-N-(3-(S-methylsulfonyl)phenyl)-6-(trifluoromethyl)pyridazine-4-carboxamide